OC1=C(C(=CC(=C1)C(F)(F)F)C)C1=CC=C(N=N1)CN[C@H]1CC(N(C1)C)=O (S)-4-(((6-(2-Hydroxy-6-methyl-4-(trifluoromethyl)phenyl)pyridazin-3-yl)methyl)amino)-1-methylpyrrolidin-2-one